4-(2-{[(4as,7ar)-1-methyl-octahydro-1H-cyclopenta[b]pyridin-4a-yl]methoxy}-8-fluoro-4-(1,4-oxazepan-4-yl)pyrido[4,3-d]pyrimidin-7-yl)-5-ethynyl-6-fluoronaphthalene-2-ol CN1[C@H]2[C@@](CCC1)(CCC2)COC=2N=C(C1=C(N2)C(=C(N=C1)C1=CC(=CC2=CC=C(C(=C12)C#C)F)O)F)N1CCOCCC1